sodium 4-phenylbutyric acid C1(=CC=CC=C1)CCCC(=O)O.[Na]